COC(C1=C(C=CC=C1)OCCCC(=O)NCC(=O)OCC1=CC=CC=C1)=O 2-(4-((2-(benzyloxy)-2-oxoethyl)amino)-4-oxobutoxy)benzoic acid methyl ester